FC=1C=C(CNC(=O)C=2OC=C(N2)C2=NC(=NC=C2C)NC2=CC=NN2C)C=C(C1)F N-(3,5-difluorobenzyl)-4-(5-methyl-2-((1-methyl-1H-pyrazol-5-yl)amino)pyrimidin-4-yl)oxazole-2-carboxamide